C(CCCCCCC\C=C/CCCCCCCC)(=O)[C@@H](C(CN(C)C)C(CCCCCCC\C=C/CCCCCCCC)=O)[NH2+]CCO |r| DL-1,2-dioleoyl-3-dimethylaminopropyl-beta-hydroxyethylammonium